N-(n-butyl)thiophosphoric acid triamide C(CCC)NP(N)(N)=S